FC1=C(C(=CC(=C1)B1OC(C(O1)(C)C)(C)C)F)N1CCN(CC1)C 1-(2,6-difluoro-4-(4,4,5,5-tetramethyl-1,3,2-dioxaborolan-2-yl)phenyl)-4-methylpiperazine